isopropylammonium trifluoromethanesulfonate FC(S(=O)(=O)[O-])(F)F.C(C)(C)[NH3+]